C(C)OP(=O)(OCC)NC=1SC2=C(N=C(N=C2N[C@H](CC(C)C)CO)SC(C)C2=C(C=CC=C2)Cl)N1.C1(=CC=CC=C1)[S+](C1=C(C=C(C=C1Br)Br)Br)C1=CC=CC=C1 diphenyl-(2,4,6-tribromophenyl)sulfonium Diethyl-(5-{[1-(2-chlorophenyl)ethyl]sulfanyl}-7-{[(1R)-1-(hydroxymethyl)-3-methylbutyl]amino}[1,3]thiazolo[4,5-d]pyrimidin-2-yl)amidophosphate